N-(1-(tert-butyl)-1H-pyrazol-4-yl)-2-(3-methyl-4-((6-(methylsulfonyl)quinolin-4-yl)oxy)phenyl)propanamide C(C)(C)(C)N1N=CC(=C1)NC(C(C)C1=CC(=C(C=C1)OC1=CC=NC2=CC=C(C=C12)S(=O)(=O)C)C)=O